2-[2-{N,N-diallylamino}ethoxy]-4,6-bis(trichloromethyl)s-triazine C(C=C)N(CC=C)CCOC1=NC(=NC(=N1)C(Cl)(Cl)Cl)C(Cl)(Cl)Cl